(1r,4r)-4-(2-(dibenzylamino)ethoxy)cyclohexane-1-ol tert-butyl-(4-formylbenzyl)carbamate C(C)(C)(C)N(C(=O)OC1CCC(CC1)OCCN(CC1=CC=CC=C1)CC1=CC=CC=C1)CC1=CC=C(C=C1)C=O